tert-butyl (R)-3-(4-(6-chloro-4-oxo-3,4-dihydro-7H-pyrrolo[2,3-d]pyrimidin-7-yl)-2-methylphenyl)morpholine-4-carboxylate ClC1=CC2=C(N=CNC2=O)N1C1=CC(=C(C=C1)[C@H]1N(CCOC1)C(=O)OC(C)(C)C)C